ClC(OC1=CC=C(C=C1)NC(C1=CN=C(C(=C1)C1=NNC=C1)N1CCN(CC1)C1CCN(CC1)CC1=CC=C(C=C1)NC1C(NC(CC1)=O)=O)=O)(F)F N-(4-(chlorodifluoromethoxy)phenyl)-6-(4-(1-(4-((2,6-dioxopiperidin-3-yl)amino)benzyl)piperidin-4-yl)piperazin-1-yl)-5-(1H-pyrazol-3-yl)nicotinamide